ClC=1C=C(OCCCNC)C=CC1C=1N(C2=NC=NC(=C2N1)OC1(CC1)C)CC=1SC(=CN1)C 3-(3-chloro-4-(6-(1-methylcyclopropoxy)-9-((5-methylthiazol-2-yl)methyl)-9H-purin-8-yl)phenoxy)-N-methylpropan-1-amine